[5-chloro-6-fluoro-4-(5-iodo-3,4-dihydro-2H-quinolin-1-yl)quinazolin-2-yl]hydrazine ClC1=C2C(=NC(=NC2=CC=C1F)NN)N1CCCC2=C(C=CC=C12)I